CC1(CCC(CO1)N)C 6,6-dimethyl-oxan-3-amine